COC1=C2C(=NC=C1)NC(=C2C2=CC=C1CCN(C1=C2)C(C=C)=O)C2=CC=C(C=C2)CN2CCN(CC2)C 1-(6-(4-methoxy-2-(4-((4-methylpiperazin-1-yl)methyl)phenyl)-1H-pyrrolo[2,3-b]pyridin-3-yl)indolin-1-yl)prop-2-en-1-one